N1=CN=C(C2=C1CNCC2)N 5,6,7,8-tetrahydropyrido[3,4-d]pyrimidin-4-amine